C(C)OC(=O)C=1N(C=C(C(C1OCC)=O)C([C@@H](N)CC1=C(C=C(C=C1F)F)F)=O)CC(OC)OC 1-(2,2-Dimethoxyethyl)-1,4-dihydro-3-ethoxy-4-oxo-5-(2,4,6-trifluorophenylalanyl)pyridine-2-carboxylic acid ethyl ester